isopropylidene diphenyl diphosphate O1P(OC1(C)C)(=O)OP(=O)(OC1=CC=CC=C1)OC1=CC=CC=C1